CN([C@@H]1C[C@H](C1)N)C1=NC=C(N=C1)C(F)(F)F Trans-N1-methyl-N1-(5-(trifluoromethyl)pyrazin-2-yl)cyclobutane-1,3-diamine